SC=1SC=CN1 2-mercapto-1,3-thiazole